C(C)OC(C(CCNC(C(C)O)=O)[SiH3])OCC N-(3-Diethoxymethyl-silylpropyl)-2-hydroxypropanamid